ClC=1C(=NC=C(C1[C@@H](C)OC=1C=C2C(=NNC2=CC1)C=1C=NN(C1)C1CCS(CC1)(=O)=O)Cl)C 4-[4-[5-[(1R)-1-(3,5-dichloro-2-methyl-4-pyridyl)ethoxy]-1H-indazol-3-yl]pyrazol-1-yl]thiane 1,1-dioxide